6-methyl-N-(1-methylcyclopropyl)-5-({3H-spiro[2-benzothiophene-1,4'-piperidin]-1'-yl}carbonyl)furo[2,3-d]pyrimidin-4-amine CC1=C(C2=C(N=CN=C2NC2(CC2)C)O1)C(=O)N1CCC2(CC1)SCC1=C2C=CC=C1